1-[bis(dimethylamino)methylene]-1H-1,2,3-triazolo[4,5-b]-pyridinium-3-oxide hexafluorophosphate F[P-](F)(F)(F)(F)F.CN(C)C(=[N+]1N=[N+](C2=NC=CC=C21)[O-])N(C)C